BrC1=NN(C=C1C(=O)OCC1=CC=CC=C1)CC Benzyl 3-bromo-1-ethylpyrazole-4-carboxylate